FC=1C=C(C=CC1F)C1=CN=C(O1)NC1=CC=C(N=N1)C(NO)=N 6-((5-(3,4-difluorophenyl)oxazol-2-yl)amino)-N-hydroxypyridazine-3-carboximidamide